ClC=1C(=NC(=NC1)NC1CCOCC1)C1=CC=C2CN(C(C2=C1)=O)[C@@H](C(=O)N[C@H](C)C1=NC(=CC=C1)CO)C (2R)-2-(6-{5-chloro-2-[(oxan-4-yl)amino]pyrimidin-4-yl}-1-oxo-2,3-dihydro-1H-isoindol-2-yl)-N-[(1R)-1-[6-(hydroxymethyl)pyridin-2-yl]ethyl]propanamide